3-(sec-butyl)-2-oxo-N-(6-oxo-1,6-dihydro-[3,4'-bipyridin]-5-yl)-1,2,3,5-tetrahydro-4H-benzo[1,4]diazepine-4-carboxamide C(C)(CC)C1C(NC2=C(CN1C(=O)NC1=CC(=CNC1=O)C1=CC=NC=C1)C=CC=C2)=O